(S)-((6-(bis(4-fluorophenyl)methyl)-10-oxo-5,6-dihydro-10H-imidazo[2',1':3,4]pyrazino[1,2-b]pyridazin-11-yl)oxy)methyl methyl carbonate C(OCOC1=C2N(N=CC1=O)[C@H](CN1C2=NC=C1)C(C1=CC=C(C=C1)F)C1=CC=C(C=C1)F)(OC)=O